N-(5-chloro-2-fluorobenzyl)-6-fluoro-4-oxo-1-phenyl-7-(1-piperazinyl)-1,4-dihydroquinoline-3-carboxamide ClC=1C=CC(=C(CNC(=O)C2=CN(C3=CC(=C(C=C3C2=O)F)N2CCNCC2)C2=CC=CC=C2)C1)F